C1(=CC=CC=C1)C(C(=O)NC=1SC(=C(C1C(=O)O)C)C(N)=O)CC 2-(2-phenylbutanamido)-5-carbamoyl-4-methylthiophene-3-carboxylic acid